5-{[6-(2,6-dichlorophenyl)-8-methyl-5-oxo-5,8-dihydropyrido[2,3-d]pyrimidin-2-yl]amino}-1H-isoindole-1,3(2H)-dione ClC1=C(C(=CC=C1)Cl)C=1C(C2=C(N=C(N=C2)NC=2C=C3C(NC(C3=CC2)=O)=O)N(C1)C)=O